ClC(C1C2CCC1C1=C(C=CC=C21)NC(=O)C=2C(=NN(C2)C)C(F)F)Cl N-[9-(dichloromethyl)-1,2,3,4-tetrahydro-1,4-methanonaphthalen-5-yl]-3-(difluoromethyl)-1-methyl-1H-pyrazole-4-carboxamide